Trans-4-[(7-bromo-4-[(3-methyl-1H-pyrazol-5-yl)amino]quinazolin-2-yl)amino]adamantan-1-ol BrC1=CC=C2C(=NC(=NC2=C1)NC1C2CC3(CC(CC1C3)C2)O)NC2=CC(=NN2)C